calcium-silicon oxide [Si]=O.[Ca]